3-oxo-9-(4,4'-dichlorobenzene) hydrazone N(N)=C1C=CC=CC1(Cl)Cl